1-((2S)-4-(3-((4-amino-5-(6-methoxy-5-phenoxypyridin-2-yl)-7-methyl-7H-pyrrolo[2,3-d]pyrimidin-6-yl)ethynyl)azetidin-1-yl)-2-(hydroxymethyl)piperidin-1-yl)prop-2-en-1-one NC=1C2=C(N=CN1)N(C(=C2C2=NC(=C(C=C2)OC2=CC=CC=C2)OC)C#CC2CN(C2)C2C[C@H](N(CC2)C(C=C)=O)CO)C